4-methoxy-5,6,7,8-tetrahydro-pyrido[4,3-d]pyrimidine COC=1C2=C(N=CN1)CCNC2